ClC1=CC(=NC(=C1)C1=CC=C(C=C1)OC1=C2C=NN(C2=C(C=C1)Cl)C)C#N 4-chloro-6-(4-((7-chloro-1-methyl-1H-indazol-4-yl)oxy)phenyl)pyridinecarbonitrile